3-bromo-5-(trifluoromethoxy)benzoic acid ethyl ester C(C)OC(C1=CC(=CC(=C1)OC(F)(F)F)Br)=O